C(CCCCCC=O)=O Heptanedial